tert-Butyl 4-[5-[7-fluoro-2-[(1RS)-1-(6,7-dihydro-5H-pyrrolo[1,2-c]imidazol-1-yl)-2-ethoxy-2-oxo-ethyl]indazol-6-yl]-2-pyridyl]piperazine-1-carboxylate FC1=C(C=CC2=CN(N=C12)[C@@H](C(=O)OCC)C1=C2N(C=N1)CCC2)C=2C=CC(=NC2)N2CCN(CC2)C(=O)OC(C)(C)C |r|